5-[5-(4-bromophenyl)-1-[2-(trifluoromethyl)phenyl]pyrrol-2-yl]-N-[2-(dimethylamino)ethyl]-2-methoxy-benzamide BrC1=CC=C(C=C1)C1=CC=C(N1C1=C(C=CC=C1)C(F)(F)F)C=1C=CC(=C(C(=O)NCCN(C)C)C1)OC